(Z)-1-(1-(cis-4-isopropylcyclohexyl)piperidin-4-yl)-1H-indol-3-carbaldehyde oxime C(C)(C)[C@H]1CC[C@H](CC1)N1CCC(CC1)N1C=C(C2=CC=CC=C12)\C=N/O